ClC=1C=C2C=C(NC2=CC1C1=NC=C(N=C1)OC)CNC(=O)[C@H]1[C@@H](C1)OC Trans-N-{[5-chloro-6-(5-methoxy-2-pyrazinyl)-2-indolyl]methyl}(1R,2R)-2-methoxycyclopropanecarboxamide